N,N-bis(2-hydroxypropyl)hydroxylamine OC(CN(O)CC(C)O)C